5-cyclopropyl-4-(3,4-difluorophenyl)thiazol-2-amine C1(CC1)C1=C(N=C(S1)N)C1=CC(=C(C=C1)F)F